3,3-difluoro-N-(4-fluoro-3-(5-phenyl-2H-pyrazolo[3,4-b]pyridin-2-yl)phenyl)azetidine FC1(CN(C1)C1=CC(=C(C=C1)F)N1N=C2N=CC(=CC2=C1)C1=CC=CC=C1)F